5-amino-3-(2-methoxyphenylethyl)quinazolin-4(3H)-one NC1=C2C(N(C=NC2=CC=C1)CCC1=C(C=CC=C1)OC)=O